C(C1=CC=CC=C1)OC1=NC(=CC=C1C1=NC=C(C2=CC=CC=C12)C(=O)N)OCC1=CC=CC=C1 (2,6-dibenzyloxy-3-pyridyl)isoquinoline-4-carboxamide